C(CCC)[Bi](CCCC)N[Bi](CCCC)CCCC bis(dibutylbismuthanyl)amine